[Si](C1=CC=CC=C1)(C1=CC=CC=C1)(C(C)(C)C)OC[C@@H]1CC(C(CCN1C(=O)OC(C)(C)C)C(=O)OCC)=O 1-(tert-Butyl) 4-ethyl (7S)-7-(((tert-butyldiphenylsilyl)oxy)methyl)-5-oxoazepane-1,4-dicarboxylate